5α-Androst-16-en C[C@@]12C=CC[C@H]1[C@@H]1CC[C@H]3CCCC[C@]3(C)[C@H]1CC2